6-Chloro-3-[1-[6-fluoro-3-methyl-2-(1-methylpyrazol-4-yl)-4-oxo-chromen-8-yl]-ethylamino]pyridine-2-carboxamide ClC1=CC=C(C(=N1)C(=O)N)NC(C)C=1C=C(C=C2C(C(=C(OC12)C=1C=NN(C1)C)C)=O)F